(2R)-2-{[7-bromo-2-(1-methyl-1H-pyrazol-4-yl)[1,2,4]triazolo[1,5-c]quinazolin-5-yl]amino}-1-[(3R)-3-methylmorpholin-4-yl]propan-1-one BrC1=CC=CC=2C=3N(C(=NC12)N[C@@H](C(=O)N1[C@@H](COCC1)C)C)N=C(N3)C=3C=NN(C3)C